tert-Butyl 5-((2-(((tert-butoxycarbonyl)amino)methyl)thiazol-5-yl)sulfinyl)-[1,1-biphenyl]-3-carboxylate C(C)(C)(C)OC(=O)NCC=1SC(=CN1)S(=O)C=1C=C(C=C(C1)C1=CC=CC=C1)C(=O)OC(C)(C)C